1,3-dihydroxy-6-(α,α-dimethylbenzyl)benzene OC1=CC(=CC=C1C(C1=CC=CC=C1)(C)C)O